2-chloro-4,6-dimethyl-5-nitro-pyrimidine ClC1=NC(=C(C(=N1)C)[N+](=O)[O-])C